N1N=CC2=C(C=CC=C12)CN1N=CC2=C(C1=O)N(C1=C2C=CC(=N1)CC=1N=CSC1)C 7-((1H-indazol-4-yl)methyl)-9-methyl-2-(thiazol-4-ylmethyl)-7,9-dihydro-8H-pyrido[3',2':4,5]pyrrolo[2,3-d]pyridazin-8-one